FC1(CCC2=C1N=C(N=C2N2C[C@H]1C([C@@H](C2)C1)CC(=O)O)N1[C@H](CC1)C(F)(F)F)F |o1:22| 2-((1R,5S,6S)-3-(7,7-difluoro-2-((R or S)-2-(trifluoromethyl)azetidin-1-yl)-6,7-Dihydro-5H-cyclopenta[d]pyrimidin-4-yl)-3-azabicyclo[3.1.1]heptan-6-yl)acetic acid